NC1=NC2=CC=C(C=C2C(=C1)CO)C(=O)N1C(COCC1)C1=CC=C(C=C1)C(F)(F)F (2-amino-4-(hydroxymethyl)quinolin-6-yl)(3-(4-(trifluoromethyl)phenyl)morpholino)methanone